NC=1C=C(C=CC1N)C1=CC(=CC=C1)C(=O)NCC1=NC=CC=C1 3',4'-diamino-N-(pyridin-2-ylmethyl)-[1,1'-biphenyl]-3-carboxamide